4-fluoro-5-(4-morpholin-4-ylphenyl)-2-[(3R,5S)-3,4,5-trimethylpiperazin-1-yl]phenyl-1-methyl-6-oxo-4-(trifluoromethyl)pyridine-3-carboxamide FC1=CC(=C(C=C1C1=CC=C(C=C1)N1CCOCC1)C=1N(C(C=C(C1C(=O)N)C(F)(F)F)=O)C)N1C[C@H](N([C@H](C1)C)C)C